C1(CCCCC1)C1=C(C(=NO1)C)CO (5-Cyclohexyl-3-methylisoxazol-4-yl)methanol